CN1CCN(CC1)C(=O)C=1C=C2C=CN(C2=CC1)CC(F)(F)F 5-(4-methylpiperazine-1-carbonyl)-1-(2,2,2-trifluoroethyl)-1H-indol